C1(CC1)C=1N=CC2=C3C(=CC(=C2C1)S(NCC(C)(C)F)(=O)=O)[C@@H](CC3)NC(=O)C=3C=NC=CC3 |o1:22| N-[(7R*)-3-cyclopropyl-5-[(2-fluoro-2-methylpropyl)sulfamoyl]-8,9-dihydro-7H-cyclopenta[h]isoquinolin-7-yl]pyridine-3-carboxamide